(2S)-N1-(2-(2,6-dioxopiperidin-3-yl)-1-oxoisoindolin-5-yl)-N2,N2-dimethylindoline-1,2-dicarboxamide O=C1NC(CCC1N1C(C2=CC=C(C=C2C1)NC(=O)N1[C@@H](CC2=CC=CC=C12)C(=O)N(C)C)=O)=O